C(CCCCC)C(C(=O)OCC(C)OC(C(C(O)(C(=O)[O-])CC(=O)[O-])(CCCCCC)CCCCCC)=O)(C(O)(C(=O)[O-])CC(=O)[O-])CCCCCC Propane-1,2-diyl bis(dihexyl citrate)